COC1=CC=C(C=C1)S(=O)(=O)N1C2=CC=CC=C2C=2[C@@H](CCCC12)N[S@](=O)C(C)(C)C (R)-N-((R)-9-(4-methoxybenzenesulfonyl)-2,3,4,9-tetrahydro-1H-carbazol-4-yl)-2-methylpropan-2-sulfinamide